dioctyltin diethylhexanoate C(C)C(C(=O)[O-])(CCCC)CC.C(CCCCCCC)[Sn+2]CCCCCCCC.C(C)C(C(=O)[O-])(CCCC)CC